2-ethoxy-1-((5'-(4-methoxypyridin-2-yl)-2'-(2H-tetrazol-5-yl)-[1,1'-biphenyl]-4-yl)methyl)-1H-benzo[d]imidazole-7-carboxylic acid C(C)OC1=NC2=C(N1CC1=CC=C(C=C1)C1=C(C=CC(=C1)C1=NC=CC(=C1)OC)C=1N=NNN1)C(=CC=C2)C(=O)O